BrC=1C(=C(C=CC1)NC(=O)C1=NN2C([C@@H](CCC2)N2C[C@@H](CC2)C(=O)OC)=C1)C methyl (3R)-1-[(4R)-2-[(3-bromo-2-methyl-phenyl)carbamoyl]-4,5,6,7-tetrahydropyrazolo[1,5-a]pyridin-4-yl]pyrrolidine-3-carboxylate